1-benzyl-3-methyl-2-oxo-1,2,3,4-tetrahydroquinazoline-7-carboxylic acid C(C1=CC=CC=C1)N1C(N(CC2=CC=C(C=C12)C(=O)O)C)=O